2,4,6-tris{[(6-aminopyridin-3-yl)amino]methylene}benzene-1,3,5-trione NC1=CC=C(C=N1)NC=C1C(C(C(C(C1=O)=CNC=1C=NC(=CC1)N)=O)=CNC=1C=NC(=CC1)N)=O